eicosane-1,7-diol C(CCCCCC(CCCCCCCCCCCCC)O)O